(S)-4-(3-fluorobenzyl)-N-(7-((2-fluoropyridin-4-yl)methoxy)-5-methyl-4-oxo-2,3,4,5-tetrahydrobenzo[b][1,4]oxazepin-3-yl)-1H-pyrazole-1-carboxamide FC=1C=C(CC=2C=NN(C2)C(=O)N[C@@H]2C(N(C3=C(OC2)C=CC(=C3)OCC3=CC(=NC=C3)F)C)=O)C=CC1